N[C@@H](CCS(=O)(O)=O)C(=O)O |r| D,L-homocysteic acid